CC=1C2=C(N=NC1C1=C(C=C(C=C1)C(F)(F)F)O)N(C=N2)[C@H]2CCCN1CCC[C@H]21 2-(4-methyl-7-((8S,8aR)-octa-hydroindolizin-8-yl)-7H-imidazo-[4,5-c]pyridazin-3-yl)-5-(trifluoro-methyl)phenol